C(C)OC=1C=C2C3=C(C(=C(OC3=C(C(=C2CC)C2=CC=CC=C2)C=2NCCCN2)C2=CC=CC=C2)CC)C1 2-(5-ethoxy-3,7-diethyl-2,8-diphenylbenzo[de]chromen-9-yl)-1,4,5,6-tetrahydropyrimidine